2-(2,6-dioxo-3-piperidinyl)-3-oxo-isoindoline-1-carbonitrile O=C1NC(CCC1N1C(C2=CC=CC=C2C1=O)C#N)=O